N[C@@H](C(=O)O)CNC(C1=CC(=CC(=C1)F)C=1N=CSC1CC)=O (R)-2-amino-3-(3-(5-ethylthiazol-4-yl)-5-fluorobenzamido)propanoic acid